BrC1=C2C(N(C=NC2=CC=C1O)C1CCC2(C1)CCN(CC2)C(=O)OC(C)(C)C)=O tert-butyl 3-(5-bromo-6-hydroxy-4-oxo-quinazolin-3-yl)-8-azaspiro[4.5]decane-8-carboxylate